COC1=CC=C(C=C1)C1=CC=C(C=C1)C1CNCCC1 3-(4'-methoxy-[1,1'-biphenyl]-4-yl)piperidine